C(CC)(=O)OCCC(C)CCC=C(C)C citronellyl propanoate